((4,6-dimethyl-2-oxo-1,2-dihydropyridin-3-yl)methyl)-3-(methyl-(tetrahydro-2H-pyran-4-yl)amino)-2-methyl-5-(methylamino)benzamide CC1=C(C(NC(=C1)C)=O)CC1=C(C(=C(C(=O)N)C=C1NC)C)N(C1CCOCC1)C